IC1=NN(C2=NC=NC(=C21)N)C2COCCC2 3-iodo-1-tetrahydropyran-3-yl-pyrazolo[3,4-D]pyrimidin-4-amine